(S)-3-(3-fluoro-4-(6-(2-vinyl-2H-tetrazol-5-yl)pyridin-3-yl)phenyl)-5-(1-hydroxyethyl)oxazolidin-2-one phosphate P(=O)(O)(O)O.FC=1C=C(C=CC1C=1C=NC(=CC1)C=1N=NN(N1)C=C)N1C(O[C@@H](C1)C(C)O)=O